(1S,9S)-4-methoxy-17-methyl-17-azatetracyclo[7.5.3.01,10.02,7]heptadeca-2(7),3,5-trien-5-amine dihydrochloride Cl.Cl.COC1=CC=2[C@@]34C([C@H](CC2C=C1N)N(CC4)C)CCCC3